(1R,5S)-3-(1,1-Dioxothiomorpholine-4-carbonyl)-9,9-dimethyl-3,6-diazabicyclo[3.2.2]nonane-6-carboxylic acid tert-butyl ester C(C)(C)(C)OC(=O)N1[C@@H]2CN(C[C@H](C1)CC2(C)C)C(=O)N2CCS(CC2)(=O)=O